2-bromo-3-(but-3-en-1-yloxy)-6-methylpyridine BrC1=NC(=CC=C1OCCC=C)C